CNC(C1=NC=C(C=C1)OCCCN1CCC(CC1)C1=NC2=CC=CC=C2C(N1)=O)=O N-methyl-5-(3-(4-(4-oxo-3,4-dihydro-quinazolin-2-yl)piperidin-1-yl)propoxy)picolinamide